BrC=1C=C(C(=NC1)N1CCC(CC1)O)F 1-(5-bromo-3-fluoro-2-pyridyl)piperidin-4-ol